(R)-N-(3,3-difluoro-1-methylpiperidin-4-yl)-5-(1-(2,2-difluoroethyl)-1H-benzo[d][1,2,3]triazol-6-yl)-6-fluoro-4-methoxypyrrolo[2,1-f][1,2,4]triazin-7-d-2-amine FC1(CN(CC[C@H]1NC1=NN2C(C(=N1)OC)=C(C(=C2[2H])F)C=2C=CC1=C(N(N=N1)CC(F)F)C2)C)F